(2R,4R)-1-(3-chloro-2-fluorobenzyl)-4-((3-fluoro-6-((5-methyl-1H-pyrazol-3-yl)amino)-4-(4-methylpiperazin-1-yl)pyridin-2-yl)methyl)-2-methylpiperidine-4-carboxylic acid ClC=1C(=C(CN2[C@@H](C[C@@](CC2)(C(=O)O)CC2=NC(=CC(=C2F)N2CCN(CC2)C)NC2=NNC(=C2)C)C)C=CC1)F